4-(4-(hydroxymethyl)-6-(4-methylpiperazin-1-yl)pyrimidin-2-yl)benzonitrile OCC1=NC(=NC(=C1)N1CCN(CC1)C)C1=CC=C(C#N)C=C1